O1CCC2=C1C(=CC=C2)S(=O)(=O)NC(=O)C=2OC1=C(C2)C=CC(=C1)N(C)C N-(2,3-dihydro-1-benzofuran-7-sulfonyl)-6-(dimethylamino)-1-benzofuran-2-carboxamide